N-(4-aminobutyl)-3-(6-(1-(2,2-difluorobenzo[d][1,3]dioxol-5-yl)cyclopropane-1-carboxamido)-3-methylpyridin-2-yl)benzamide NCCCCNC(C1=CC(=CC=C1)C1=NC(=CC=C1C)NC(=O)C1(CC1)C1=CC2=C(OC(O2)(F)F)C=C1)=O